C(C)[Si](OCCC)(C)CC di(ethyl)-methyl-n-propoxysilane